BrC1=C(C=CC(=C1)F)C(C1=C(C=NN1COCC[Si](C)(C)C)C(=O)N(C)OC)O 5-((2-bromo-4-fluorophenyl)(hydroxy)methyl)-N-methoxy-N-methyl-1-((2-(trimethylsilyl)ethoxy)methyl)-1H-pyrazole-4-carboxamide